CC1(C(NC2=CC=C(C=C2C1)[N+](=O)[O-])=O)C 3,3-dimethyl-6-nitro-1,4-dihydroquinolin-2-one